(TETRAHYDRO-THIOPYRAN-4-YL)-ACETALDEHYDE S1CCC(CC1)CC=O